diazomalonic acid diethyl ester C(C)OC(C(C(=O)OCC)=[N+]=[N-])=O